NCC1CCC(CC1)C(N[C@H](C(NCCCC[C@H](NC(N[C@@H](CCC(=O)OC(C)(C)C)C(=O)OC(C)(C)C)=O)C(=O)OC(C)(C)C)=O)CCCC1=CC=CC=C1)=O tri-tert-butyl (3S,10S,14S)-1-[(1r,4S)-4-(aminomethyl)cyclohexyl]-1,4,12-trioxo-3-(3-phenylpropyl)-2,5,11,13-tetraazahexadecane-10,14,16-tricarboxylate